C(C)C1=C(C(NS(O1)(=O)=O)=O)C 6-Ethyl-5-methyl-2,2-dioxooxathiazin-4-one